C1(=CC=C(C=C1)COC1=NC(=NN1)C(=O)O)C1=CC=CC=C1 5-([1,1'-biphenyl]-4-ylmethoxy)-1H-1,2,4-triazole-3-carboxylic acid